C1(CCC1)N(C1=NC(=CC(=N1)C(=O)NC1=CC=C(C(=O)O)C=C1)C(C)C)CC 4-(2-(cyclobutyl-(ethyl)amino)-6-isopropylpyrimidine-4-amido)benzoic acid